C(#N)C1(CC1)CC1=C(N=CC(=N1)C#N)C 6-((1-cyanocyclopropyl)methyl)-5-methylpyrazine-2-carbonitrile